C(C=C)(=O)N1C[C@@H](O[C@H](C1)C)C1=CC(=NC(=C1)Cl)C1=CC(=CN=N1)C(=O)NC 6-(4-((2s,6S)-4-acryloyl-6-methylmorpholin-2-yl)-6-chloropyridin-2-yl)-N-methylpyridazine-4-carboxamide